CN1N=C2N(C(=C(C(=N2)N2CC=3C=C(C=NC3CC2)C(F)(F)F)C)C)C1=O 2,5,6-Trimethyl-7-[3-(trifluoromethyl)-7,8-dihydro-5H-1,6-naphthyridin-6-yl]-[1,2,4]triazolo[4,3-a]pyrimidin-3-one